1,4-dihydroxyl-benzene OC1=CC=C(C=C1)O